O.NC=1C=C(C(=CC1)C=1C(=CC(=CC1)N)S(=O)(=O)O)S(=O)(=O)O 4,4'-diaminobiphenyl-2,2'-disulfonic acid hydrate